O=C1NC(CCC1N1C(C2=CC=CC(=C2C1)CNC(C(=O)C1=CC2=CC=CC=C2C=C1)=O)=O)=O N-((2-(2,6-dioxopiperidin-3-yl)-1-oxoisoindolin-4-yl)methyl)-2-(naphthalen-2-yl)-2-oxoacetamide